NC=1OC(C(C1[C@@H](S(=O)(=O)O)C1=CC=CC=C1)=O)([2H])C1=C(C=C(C=C1)OC)OC.N1=C(C=CC2=CC=CC=C12)SC1CCC(CC1)=O 4-(quinolinylthio)cyclohexanone (S)-2-amino-5-(2,4-dimethoxyphenyl)-4-oxo-4,5-dihydrofuran-3-yl-5-d-phenylmethanesulfonate